2-(1H-indol-3-yl)-N-(5-chloro-6-fluoropyridin-2-yl)acetamide N1C=C(C2=CC=CC=C12)CC(=O)NC1=NC(=C(C=C1)Cl)F